O.[O].[O] dioxygen monohydrate